2-(4,5-dichloro-6-oxopyridazin-1(6H)-yl)-N-(3-(N,N-dimethylsulfamoyl)-4-(hydroxymethyl)phenyl)acetamide ClC=1C=NN(C(C1Cl)=O)CC(=O)NC1=CC(=C(C=C1)CO)S(N(C)C)(=O)=O